N(=[N+]=[N-])C[C@@H]1CN(CCC1)CCNS(=O)(=O)C1=CC=C(C=C1)CC(C)C (S)-N-(2-(3-(azidomethyl)piperidin-1-yl)ethyl)-4-isobutylbenzenesulfonamide